N-{3-[5-(1,3-dioxolan-2-yl)-6'-[(3S)-3-methoxyoxolan-3-yl]-[2,4'-bipyridin]-2'-yl]-1-methylpyrrolo[2,3-c]pyridin-5-yl}acetamide O1C(OCC1)C=1C=CC(=NC1)C1=CC(=NC(=C1)[C@@]1(COCC1)OC)C1=CN(C2=CN=C(C=C21)NC(C)=O)C